trans-3,6-Dichloro-1-(3-((1-(4-fluorocyclohexyl)-5-methyl-4-nitro-1H-pyrazol-3-yl)oxy)propyl)-1H-pyrazolo[3,4-d]pyrimidine ClC1=NN(C2=NC(=NC=C21)Cl)CCCOC2=NN(C(=C2[N+](=O)[O-])C)[C@@H]2CC[C@H](CC2)F